1'-((7-ethyl-6-oxo-5,6-dihydro-1,5-naphthyridin-3-yl)methyl)-3-methyl-1',2',3',6'-tetrahydro-[2,4'-bipyridine]-5-carbonitrile C(C)C=1C(NC=2C=C(C=NC2C1)CN1CCC(=CC1)C1=NC=C(C=C1C)C#N)=O